1-N-[4-(7-amino-6-carbamoylquinolin-4-yl)oxyphenyl]-1-N'-(4-fluorophenyl)cyclopropane-1,1-dicarboxamide NC1=C(C=C2C(=CC=NC2=C1)OC1=CC=C(C=C1)NC(=O)C1(CC1)C(=O)NC1=CC=C(C=C1)F)C(N)=O